FC=1C(=C(C=CC1F)[C@@H]1[C@@H](O[C@]([C@@H]1C)(C(F)(F)F)C)C(=O)NC1=CC(=NC=C1)C(=O)N)C (2R,3R,4R,5R)-4-[[3-(3,4-difluoro-2-methyl-phenyl)-4,5-dimethyl-5-(trifluoromethyl)tetrahydrofuran-2-carbonyl]amino]pyridine-2-carboxamide